(1r,3s)-3-(((6-(2-chloro-3-(5-chloro-6-(4-((((1r,3r)-3-hydroxycyclobutyl)amino)methyl)-3-methoxyphenyl)pyrimidin-4-yl)phenyl)-2-methoxypyridin-3-yl)methyl)amino)cyclobutan-1-ol ClC1=C(C=CC=C1C1=NC=NC(=C1Cl)C1=CC(=C(C=C1)CNC1CC(C1)O)OC)C1=CC=C(C(=N1)OC)CNC1CC(C1)O